[2-(1H-imidazol-5-yl)ethyl]pyrrolidine-2-carboxamide N1C=NC=C1CCN1C(CCC1)C(=O)N